C(C)(C)(C)OC(=O)N1[C@H](CN([C@@H](C1)C)C(C)C1=CC=C(C=C1)CO)C (2S,5R)-4-(1-(4-(hydroxymethyl)phenyl)ethyl)-2,5-dimethylpiperazine-1-carboxylic acid tert-butyl ester